C(CCC)[Sn]([Si](C)(C)C)(CCCC)CCCC tributyl-(trimethylsilanyl)tin